N1(CCCCC1)CC1=CC(=NC=C1)NC=1SC2=C(N1)C=CC(=C2)C2=CC=NC=C2 N-(4-(piperidin-1-ylmethyl)pyridin-2-yl)-6-(pyridin-4-yl)benzo[d]thiazol-2-amine